5-chloro-N-[2,4-difluoro-3-[1-(4-[[2-(trimethylsilyl)ethoxy]methyl]-1,2,4-triazol-3-yl)imidazo[1,5-a]pyridin-6-yl]phenyl]-2-methylpyridine-3-sulfonamide ClC=1C=C(C(=NC1)C)S(=O)(=O)NC1=C(C(=C(C=C1)F)C=1C=CC=2N(C1)C=NC2C2=NN=CN2COCC[Si](C)(C)C)F